6-Chloro-5-cyano-4-[[3-(3-hydroxy-3-methyl-butyl)-1-methyl-2-oxo-benzimidazol-5-yl]amino]-N-methyl-pyridine-2-carboxamide ClC1=C(C(=CC(=N1)C(=O)NC)NC1=CC2=C(N(C(N2CCC(C)(C)O)=O)C)C=C1)C#N